carboxy-9-chloro-3,10-diacetoxy-spiro[7H-benzo[c]xanthene-7,1'(3'H)-isobenzofuran]-3'-one C(=O)(O)C1=C2C(OC3(C2=CC=C1)C=1C=C(C(=CC1OC=1C2=C(C=CC13)C=C(C=C2)OC(C)=O)OC(C)=O)Cl)=O